methyl 4-benzyloxy-8-chloro-isoquinoline-3-carboxylate C(C1=CC=CC=C1)OC1=C(N=CC2=C(C=CC=C12)Cl)C(=O)OC